CC(C(=O)NNC(=O)[C@H]1N2C(N([C@H](CC1)C2)OS(=O)(=O)O)=O)(C)C.[NH+]2=CC=CC=C2 pyridinium (2S,5R)-N'-(2,2-dimethylpropanoyl)-7-oxo-6-(sulfooxy)-1,6-diazabicyclo-[3.2.1]octane-2-carbohydrazide